7-Methoxy-3-methyl-8-(1H-pyrazol-4-yl)-1-[1-(tetrahydropyran-4-yl)-1H-pyrazol-4-yl]-1,3-dihydroimidazo-[4,5-c]quinolin-2-one COC=1C(=CC=2C3=C(C=NC2C1)N(C(N3C=3C=NN(C3)C3CCOCC3)=O)C)C=3C=NNC3